(Z)-2-methyl-4-(4-(1-(trifluoromethyl)cyclopropyl)-benzylidene)oxazol-5(4H)-one CC=1OC(/C(/N1)=C/C1=CC=C(C=C1)C1(CC1)C(F)(F)F)=O